C(#N)C1=CC(=C(COC2=CC=CC(=N2)C2=CC(=C(CC3=NC4=C(N3[C@@H]3COCC3(C)C)C=C(C=C4)C(=O)O)C=C2F)F)C=C1F)F (S)-2-(4-(6-((4-cyano-2,5-difluorobenzyl)oxy)pyridin-2-yl)-2,5-difluorobenzyl)-1-(4,4-dimethyltetrahydrofuran-3-yl)-1H-benzo[d]imidazole-6-carboxylic acid